O=C1C[C@H](N(C1)C(=O)OC(C)(C)C)C(=O)OCC1=CC=CC=C1 2-benzyl 1-(tert-butyl) (S)-4-oxopyrrolidine-1,2-dicarboxylate